ClC1=CC=2C=3N=C(C(=NC3C(=CC2C=N1)B1OC(C(O1)(C)C)(C)C)C)C 9-chloro-2,3-dimethyl-5-(4,4,5,5-tetramethyl-1,3,2-dioxaborolan-2-yl)pyrido[4,3-f]quinoxaline